N(=[N+]=[N-])CCOCCOCCOCCOCCC(=O)ON1C(CCC1=O)=O 2,5-dioxopyrrolidin-1-yl 1-azido-3,6,9,12-tetraoxapentadecan-15-oate